Ethyl α-(4-carbomethoxy-2-n-propylphenoxy)-3,4-methylenedioxyphenylacetate C(=O)(OC)C1=CC(=C(OC(C(=O)OCC)C2=CC3=C(C=C2)OCO3)C=C1)CCC